C12(CC3CC(CC(C1)C3)C2)C(C(=O)N)OC2=NC(=NC(=C2F)OC)S(=O)(=O)C (adamantan-1-yl)-2-((5-fluoro-6-methoxy-2-(methylsulfonyl)pyrimidin-4-yl)oxy)acetamide